SCSC(CC(CC(SCS)SCS)CC(SCS)SCS)SCS tris(2,2-bis(mercaptomethylthio)ethyl)methane